1-(7-ethynyl-5-quinolyl)cyclopropanamine C(#C)C1=CC(=C2C=CC=NC2=C1)C1(CC1)N